(3-((6-amino-2-(2-aminoethoxy)-8-hydroxy-9H-purin-9-yl)methyl)benzyl)phosphonic acid NC1=C2N=C(N(C2=NC(=N1)OCCN)CC=1C=C(CP(O)(O)=O)C=CC1)O